6-[2-cyano-4-(difluoromethyl)phenyl]-4-{[(3S)-5,5-difluoropiperidin-3-yl]amino}pyrido[3,2-d]pyrimidine-8-carboxamide C(#N)C1=C(C=CC(=C1)C(F)F)C=1C=C(C=2N=CN=C(C2N1)N[C@@H]1CNCC(C1)(F)F)C(=O)N